C(C(CO[N+](=O)[O-])O[N+](=O)[O-])O[N+](=O)[O-] The molecule is a nitroglycerol that is glycerol in which the hydrogen atoms of all three hydroxy groups are replaced by nitro groups. It acts as a prodrug, releasing nitric oxide to open blood vessels and so alleviate heart pain. It has a role as a vasodilator agent, a nitric oxide donor, an explosive, a prodrug, a tocolytic agent, a muscle relaxant and a xenobiotic.